4-((4-(((3-hydroxy-4-oxo-4H-pyran-2-yl)methyl)amino)phenyl)ethynyl)benzonitrile OC1=C(OC=CC1=O)CNC1=CC=C(C=C1)C#CC1=CC=C(C#N)C=C1